C(C)OC=1C=C(C=CC1OC)[C@@H]1C[C@@H](N(C1)C(C)=O)CO ((2R,4S)-4-(3-ethoxy-4-methoxyphenyl)-2-(hydroxymethyl)pyrrolidin-1-yl)ethanone